3-(4-chlorophenethyl)-1-(4-(pyridin-4-yl)phenyl)pyrrolidin-2-one ClC1=CC=C(CCC2C(N(CC2)C2=CC=C(C=C2)C2=CC=NC=C2)=O)C=C1